(2S)-1-(2-(5-isopropyl-2,4-dioxo-3-phenylimidazolidine-1-yl)-5,6-dihydrobenzo[f]imidazo[1,2-d][1,4]oxazepin-9-yl)pyrrolidine-2-carboxamide C(C)(C)C1C(N(C(N1C=1N=C2N(CCOC3=C2C=CC(=C3)N3[C@@H](CCC3)C(=O)N)C1)=O)C1=CC=CC=C1)=O